(S)-7-((6-((dimethyl-amino)methyl)-5-(tetrahydrofuran-3-yl)pyridin-2-yl)amino)-4-(7-fluoro-imidazo[1,2-a]pyridin-3-yl)isoindolin-1-one CN(C)CC1=C(C=CC(=N1)NC=1C=CC(=C2CNC(C12)=O)C1=CN=C2N1C=CC(=C2)F)[C@H]2COCC2